C(C)(C)(C)C1=NC(=NO1)C(=O)NCC1=C(C=C(C=C1)C1=C(C=NC=C1)N1CC(CCC1)N(C(C=C)=O)C)C 5-(tert-butyl)-N-(2-methyl-4-(3-(3-(N-methylacrylamido)piperidin-1-yl)pyridin-4-yl)benzyl)-1,2,4-oxadiazole-3-carboxamide